C(C1=CC=CC=C1)(=O)NC(=S)N1C(CN(CC1C)C(=O)OC(C)(C)C)C Tert-Butyl 4-(benzoylcarbamothioyl)-3,5-dimethylpiperazine-1-carboxylate